1,1,2,2-tetramethyl-1-(2-methyl-4-phenyl-1,5,6,7-tetrahydro-s-indacen-1-yl)-2-(3-(2-phenylpropyl)cyclopenta-2,4-dien-1-yl)disilane C[Si]([Si](C1C=C(C=C1)CC(C)C1=CC=CC=C1)(C)C)(C1C(=CC2=C(C=3CCCC3C=C12)C1=CC=CC=C1)C)C